C(C)C(CC)CCCCC(CC)CC 3,8-Diethyldecan